2-amino-3-bromo-6-methyl-benzoic acid NC1=C(C(=O)O)C(=CC=C1Br)C